tert-butyl-((S)-1,5-bis((4-((4-((2-((S)-2-cyano-4,4-difluoropyrrolidine-1-yl)-2-oxoethyl)carbamoyl)quinolin-6-yl)oxy)butyl)amino)-1,5-dioxopentan-2-yl)carbamate C(C)(C)(C)OC(N[C@H](C(=O)NCCCCOC=1C=C2C(=CC=NC2=CC1)C(NCC(=O)N1[C@@H](CC(C1)(F)F)C#N)=O)CCC(=O)NCCCCOC=1C=C2C(=CC=NC2=CC1)C(NCC(N1[C@@H](CC(C1)(F)F)C#N)=O)=O)=O